NC1=NC=CC(=C1)C1=C(C=2C(N(CC(C2N1)CC1CC1)C)=O)NC1=CC=CC=C1 2-(2-aminopyridin-4-yl)-3-anilino-7-(cyclopropylmethyl)-5-methyl-1,5,6,7-tetrahydro-4H-pyrrolo[3,2-c]pyridin-4-one